tert-butyl N-(2-hydroxypropyl)carbamate OC(CNC(OC(C)(C)C)=O)C